N1=CN=CC(=C1)C1=CC=C(C[N+]2=NOC(=C2)[N-]C(NC2=CC(=CC=C2)C(F)(F)F)=O)C=C1 (3-(4-(Pyrimidin-5-yl)benzyl)-1,2,3-oxadiazol-3-ium-5-yl)((3-(trifluoromethyl)phenyl)carbamoyl)amide